trimethyl cyclohexane-1,2,4-tripropionate C1(C(CC(CC1)CCC(=O)OC)CCC(=O)OC)CCC(=O)OC